tri-dodecyl-(ethyl)phosphine C(CCCCCCCCCCC)P(CC)(CCCCCCCCCCCC)CCCCCCCCCCCC